N=1C=CN2N=C(C=CC21)C=2C=CN1N=C(N=CC12)NC1CCOCC1 5-(imidazo[1,2-b]pyridazin-6-yl)-N-(tetrahydro-2H-pyran-4-yl)pyrrolo[2,1-f][1,2,4]triazin-2-amine